S1C2=C(C=C1NN)C=CC=C2 benzo[b]thiophen-2-ylhydrazine